4-benzyloxythiazinane 1,1-dioxide C(C1=CC=CC=C1)OC1CNS(CC1)(=O)=O